ClC=1C(=NC=CC1)OC[C@H](C)NC1=NC=NC(=C1Cl)C (S)-N-(1-((3-chloropyridin-2-yl)oxy)propan-2-yl)-5-chloro-6-methylpyrimidin-4-amine